2-[4-(aminomethyl)piperidin-1-yl]1-(4-fluorophenyl)ethanone NCC1CCN(CC1)CC(=O)C1=CC=C(C=C1)F